C(C)(C)(C)C1=C(C=CC=C1)O dl-ortho-(tert-butyl)phenol